N[C@H]1C[C@H](N(CC1)C(=O)N1CC2(CCCC2)C(CC1)CN1C(C=C(C=C1)C)=O)C1=CC=CC=C1 1-((7-((2S,4R)-4-amino-2-phenylpiperidine-1-carbonyl)-7-azaspiro[4.5]dec-10-yl)methyl)-4-methylpyridin-2(1H)-one